(3R)-6,7-dichloro-3-(2-methoxyethyl)-1,3,4,9-tetrahydropyrrolo[3,2-h][2,1]benzothiazine 2,2-dioxide ClC=1C2=C(C3=C(C[C@@H](S(N3)(=O)=O)CCOC)C1)NC=C2Cl